C(C)[C@]1([C@@H](NC1=O)C1=CC(=C(C=C1OC)N1CCC(CC1)CN1CCN(CC1)C(=O)OCC1=CC=CC=C1)F)OC benzyl 4-[(1-{4-[(2S,3R)-3-ethyl-3-methoxy-4-oxoazetidin-2-yl]-2-fluoro-5-methoxyphenyl}piperidin-4-yl)methyl]piperazine-1-carboxylate